C(C)(=O)NC1CCC(CC1)NC(=O)C=1C=CC2=C(C=3N(CCO2)C=NC3)C1 N-((1r,4r)-4-acetamidocyclohexyl)-5,6-dihydrobenzo[f]imidazo[1,5-d][1,4]oxazepine-10-carboxamide